FC(C=1C(=C(C=CC1)[C@@H](C)NC=1C2=C(N=C(N1)C)C=NC(=C2)N2CCN(CC2)C(C)=O)C)F 1-{4-[4-({(1R)-1-[3-(difluoromethyl)-2-methylphenyl]ethyl}amino)-2-methylpyrido[3,4-d]pyrimidin-6-yl]piperazin-1-yl}ethan-1-one